NCCOCCOCCOCCOCCOCCC(N[C@H](C(=O)N1[C@@H](C[C@H](C1)O)C(=O)NCC1=CC=C(C=C1)C1=C(N=CS1)C)C(C)(C)C)=O (2S,4R)-1-((S)-1-amino-20-(tert-butyl)-18-oxo-3,6,9,12,15-pentaoxa-19-azahenicosan-21-oyl)-4-hydroxy-N-(4-(4-methylthiazol-5-yl)benzyl)pyrrolidine-2-carboxamide